2-(2-Chloro-5-nitropyrimidin-4-yl)-1-methylhydrazine-1-carboxylic acid tert-butyl ester C(C)(C)(C)OC(=O)N(NC1=NC(=NC=C1[N+](=O)[O-])Cl)C